ethyl 4-(4-piperidyloxy)cyclohexanecarboxylate N1CCC(CC1)OC1CCC(CC1)C(=O)OCC